CS(=O)(=O)CCCCCCCCCC 1-(methylsulfonyl)decane